sodium calcium cadmium copper [Cu].[Cd].[Ca].[Na]